5-Amino-N-[(dimethylamino)methylene]-2-[1-(tetrahydro-2H-pyran-2-yl)-1H-pyrazol-4-yl]benzenesulfonamide NC=1C=CC(=C(C1)S(=O)(=O)N=CN(C)C)C=1C=NN(C1)C1OCCCC1